2-Chloro-5-{[(3,3-dimethylbutyryl)amino]methyl}-N-[1-(2-methylpyridin-4-yl)-1H-indazol-4-yl]benzamide ClC1=C(C(=O)NC2=C3C=NN(C3=CC=C2)C2=CC(=NC=C2)C)C=C(C=C1)CNC(CC(C)(C)C)=O